6-(6-chlorothieno[3,2-c]pyridin-4-yl)-3,4-dihydro-1H-isoquinoline-2-carboxylic acid tert-butyl ester C(C)(C)(C)OC(=O)N1CC2=CC=C(C=C2CC1)C1=NC(=CC2=C1C=CS2)Cl